tert-butyl ((2R,3R)-3-(benzyloxy)-1-(methylamino)-1-oxobutan-2-yl)carbamate C(C1=CC=CC=C1)O[C@@H]([C@H](C(=O)NC)NC(OC(C)(C)C)=O)C